N1=NC=CC2=CC(=CC=C12)N(C(=O)[C@@H]1CC[C@H]2N1C([C@H](CCCC2)NC(=O)C2=CC1=C(S2)C=CC(=C1)C(F)(F)P(O)(O)=O)=O)C ((2-(((3S,6S,10aS)-3-(cinnolin-6-yl-(methyl)carbamoyl)-5-oxodecahydropyrrolo[1,2-a]azocin-6-yl)carbamoyl)benzo[b]thiophen-5-yl)difluoromethyl)phosphonic acid